1-(cis-3-methoxycyclobutyl)-3-methyl-8-(6-((2-(piperidin-1-yl)ethoxy)methyl)pyridin-3-yl)-1H-imidazo[4,5-c]cinnolin-2(3H)-one CO[C@H]1C[C@H](C1)N1C(N(C=2N=NC=3C=CC(=CC3C21)C=2C=NC(=CC2)COCCN2CCCCC2)C)=O